1-(6-aminopyridin-3-yl)-6-cyano-7-(5,7-dihydro-6H-pyrrolo[3,4-b]pyridin-6-yl)-4-oxo-1,4-dihydroquinoline-3-carboxylic acid NC1=CC=C(C=N1)N1C=C(C(C2=CC(=C(C=C12)N1CC2=NC=CC=C2C1)C#N)=O)C(=O)O